ClC1=CC=C2C(=NN(C2=C1C1CC1)CC#C)NC(C1=CC=C(C=C1)F)=O N-(6-chloro-7-cyclopropyl-1-(prop-2-yn-1-yl)-1H-indazol-3-yl)-4-fluorobenzamide